C1(CC1)C1=C(C=NC2=C(C=CC=C12)C1=CC(=CC(=C1)Cl)Cl)NC(=O)[C@H]1CCOC2=CC=CC=C12 (4S)-N-[4-cyclopropyl-8-(3,5-dichlorophenyl)-3-quinolyl]chromane-4-carboxamide